2,5-dioxopyrrolidine-1-carboxylic acid 2-trimethylsilylethyl ester C[Si](CCOC(=O)N1C(CCC1=O)=O)(C)C